3-(N-methyl-6-(methylsulfonyl)hexanamido)-4-oxobutanoic acid CN(C(CCCCCS(=O)(=O)C)=O)C(CC(=O)O)C=O